6-sulfonaphthalene S(=O)(=O)(O)C=1C=C2C=CC=CC2=CC1